(E)-hydroxymethyl-adenine OCC1=NC(=C2NC=NC2=N1)N